CN([P@@]1(OCCS1)=S)C |r| racemic-2-(dimethylamino)-1,3,2-oxathiaphospholane 2-sulfide